1-(5-{2',7-dimethyl-1H,2'H-[3,4'-biindazol]-1-yl}pyridin-2-yl)piperidin-4-amine CN1N=C2C=CC=C(C2=C1)C1=NN(C2=C(C=CC=C12)C)C=1C=CC(=NC1)N1CCC(CC1)N